4,6-dibromo-5-chloropyrimidine BrC1=NC=NC(=C1Cl)Br